di(isopropyl peroxy) dicarbonate C(=O)(OOOC(C)C)OC(=O)OOOC(C)C